C(CCCCCC)(=O)NCC(=O)O[C@@H]1[C@](O[C@H](C1)N1C2=NC(=NC(=C2N=C1)N)F)(CO)C#C (2R,3S,5R)-5-(6-amino-2-fluoro-9H-purin-9-yl)-2-ethynyl-2-(hydroxymethyl)tetrahydrofuran-3-yl heptanoylglycinate